C1(=CC=CC=C1)S(=O)(=O)N1CCCCC1 1-(phenylsulfonyl)piperidine